CC1(OB(OC1(C)C)C1=C2C=CC(=CC2=CC=C1)C1=NN=C2N1CCCCC2)C 3-[5-(4,4,5,5-tetramethyl-1,3,2-dioxaborolan-2-yl)naphthalen-2-yl]-5H,6H,7H,8H,9H-[1,2,4]triazolo[4,3-a]azepine